4-chloro-5,7-difluoroquinazoline ClC1=NC=NC2=CC(=CC(=C12)F)F